C(CCC)[N+](C)(C)C N-butyl-N,N,N-trimethyl-ammonium